(4-chloro-2-((4S,7R)-4,11,11-trimethyl-3,6,9-trioxo-7-phenethyl-10-oxa-2,5,8-triazadodecyl)phenoxy)acetic acid ClC1=CC(=C(OCC(=O)O)C=C1)CNC([C@@H](NC([C@H](NC(OC(C)(C)C)=O)CCC1=CC=CC=C1)=O)C)=O